9-[2-bromo-6-(4,6-diphenyl-[1,3,5]triazin-2-yl)phenyl]-9H-carbazole BrC1=C(C(=CC=C1)C1=NC(=NC(=N1)C1=CC=CC=C1)C1=CC=CC=C1)N1C2=CC=CC=C2C=2C=CC=CC12